2,3,7,8,12,13,17,18-octamethyl-21H,23H-porphine CC1=C2NC(=C1C)C=C1C(=C(C(=N1)C=C1C(=C(C(N1)=CC=1C(=C(C(N1)=C2)C)C)C)C)C)C